(S)-N-(8-(2-chloro-5-fluorophenyl)-3-ethyl-6-oxo-5,6,7,8-tetrahydroimidazo[1,5-a]pyrazin-1-yl)-3-fluoro-5-(trifluoromethyl)benzamide ClC1=C(C=C(C=C1)F)[C@H]1C=2N(CC(N1)=O)C(=NC2NC(C2=CC(=CC(=C2)C(F)(F)F)F)=O)CC